N(=[N+]=[N-])C1=CC=C(C(=C1C1=C(C(N(N=C1)CC1=CC=CC=C1)=O)Cl)F)Cl 5-(6-azido-3-chloro-2-fluorophenyl)-2-benzyl-4-chloropyridazin-3(2H)-one